(Z)-N-(2,3-difluorophenyl)-2-(hydroxyimino)acetamide FC1=C(C=CC=C1F)NC(\C=N/O)=O